(E)-1-[4-[4-(3-Hydroxypropoxy)benzoyl]phenyl]-3-phenylprop-2-en-1-one OCCCOC1=CC=C(C(=O)C2=CC=C(C=C2)C(\C=C\C2=CC=CC=C2)=O)C=C1